C(C)(C)(C)OC(=O)N[C@H](C(=O)O)CCC(F)(F)F (S)-2-((tert-Butoxycarbonyl)amino)-5,5,5-trifluoropentanoic acid